((R)-2-hydroxy-2-((S)-1,2,3,4-tetrahydroisoquinolin-3-yl)ethyl)-4,4-dimethyl-6-(7-azaspiro[3.5]nonane-7-carbonyl)-3,4-dihydroisoquinolin-1(2H)-one hydrochloride Cl.O[C@H](CN1C(C2=CC=C(C=C2C(C1)(C)C)C(=O)N1CCC2(CCC2)CC1)=O)[C@H]1NCC2=CC=CC=C2C1